COC=1C=C(C=C(C1)OC)C=1C(N(C2=CC(=NC=C2C1)NC1=C(C=CC=C1C)C(C(=O)N)=C)CCCN1CCOCC1)=O 2-((3-(3,5-dimethoxyphenyl)-1-(3-morpholinopropyl)-2-oxo-1,2-Dihydro-1,6-naphthyridin-7-yl)amino-3-methylphenyl)acrylamide